CN1N=C(C(=C(C1=O)C#N)C1=CC=CC=C1)C1=CC=CC=C1 2,3-dihydro-2-methyl-3-oxo-5,6-diphenyl-4-pyridazinecarbonitrile